2-hydrazino-4-(dimethylamino)-6-(4-methoxy-1-naphthyl)-1,3,5-triazine N(N)C1=NC(=NC(=N1)N(C)C)C1=CC=C(C2=CC=CC=C12)OC